2-methoxyisopropylamine CC(COC)N